1-(2-chlorophenyl)-7-cyclopropyl-4-(isothiazol-4-ylamino)quinazolin-one ClC1=C(C=CC=C1)N1C(N=C(C2=CC=C(C=C12)C1CC1)NC=1C=NSC1)=O